CC=1C=CC=2N(C3=CC=CC=C3C2C1)C1=CC=C(C=C1)C1=CC=C(C(=C1)C1=CC=CC=C1)C1=CC=CC=C1 5'-(4-(3-methyl-9H-carbazol-9-yl)phenyl)-[1,1':2',1''-terphenyl]